3-((3-exo)-3-((S)-hydroxy(7-((5-methyl-1H-pyrazol-3-yl)amino)-1,6-naphthyridin-5-yl)methyl)-8-azabicyclo[3.2.1]octan-8-yl)propionitrile O[C@@H](C1CC2CCC(C1)N2CCC#N)C2=C1C=CC=NC1=CC(=N2)NC2=NNC(=C2)C